CC(C)CCOC(=O)C(C)C The molecule is a fatty acid ester obtained by the formal condensation of isoamylol with isobutyric acid. It has a role as a metabolite. It derives from an isoamylol and an isobutyric acid.